ClC=1SC=C(N1)CC1(CCN(CC1)C(=O)OC(C)(C)C)C#N tert-butyl 4-((2-chlorothiazol-4-yl) methyl)-4-cyanopiperidine-1-carboxylate